COCCN=C=NC1CC(C1)NC=1C2=C(N=C(N1)OC[C@H]1N(CCC1)C)CN(CC2)C2=CC=CC1=CC=CC(=C21)C N-((1r,3S)-3-((((2-methoxyethyl)imino)methylene)amino)cyclobutyl)-7-(8-methylnaphthalen-1-yl)-2-(((S)-1-methylpyrrolidin-2-yl)methoxy)-5,6,7,8-tetrahydropyrido[3,4-d]pyrimidin-4-amine